C(C)N1N=C(C2=C1C(NCC1(CCOCC1)C2)=O)CC(COC(C2=CC=C(C=C2)S(NC)(=O)=O)=O)(C)C 4-(Methylsulfamoyl)benzoic acid [3-(1-ethyl-8-oxo-spiro[6,7-dihydro-4H-pyrazolo[3,4-c]azepin-5,4'-tetrahydropyran]-3-yl)-2,2-dimethyl-propyl] ester